2-(6-chloro-3-fluoro-2-(4-fluorophenyl)pyridin-4-yl)propan-2-ol ClC1=CC(=C(C(=N1)C1=CC=C(C=C1)F)F)C(C)(C)O